NC1=CC=C(C=C1)C=1C(=C(C(=O)O)C=CC1C(=O)O)C1=CC=C(C=C1)N.C(C1=CC=C(C(=O)OC2=CC=C(C=C2)N)C=C1)(=O)OC1=CC=C(C=C1)N bis(4-aminophenyl) Terephthalate (bis(4-aminophenyl)terephthalate)